1-[6-[6-fluoro-5-[(6-methylpyridazin-3-yl)amino]benzimidazol-1-yl]-3-[(1R)-1-hydroxyethyl]-2-pyridyl]-5-methyl-pyrazole-3-carbonitrile FC=1C(=CC2=C(N(C=N2)C2=CC=C(C(=N2)N2N=C(C=C2C)C#N)[C@@H](C)O)C1)NC=1N=NC(=CC1)C